3-(4-piperidyloxy)azetidin N1CCC(CC1)OC1CNC1